3H-1,2,3,5-oxathiadiazole 2-oxide O1S(NC=N1)=O